1-propylpyridinyl bromide C(CC)N1C(C=CC=C1)Br